3-((3-bromo-5-nitropyridin-2-yl)oxy)-N,N-dimethylpropane-1-amine BrC=1C(=NC=C(C1)[N+](=O)[O-])OCCCN(C)C